NC=1C(=C(C(=C(C1)F)F)NC=1C(=C2C(N(C=NC2=CC1)C)=O)Cl)Cl 6-((3-amino-2-chloro-5,6-difluorophenyl)amino)-5-chloro-3-methyl-quinazolin-4(3H)-one